tert-butyl N-methyl-N-(piperidin-3-yl)carbamate CC(C)(C)OC(=O)N(C)C1CCCNC1